5-chloro-7-methyl-N-(1,1,1-trifluoro-2-methylpropan-2-yl)pyrazolo[1,5-a]Pyrimidine-3-carboxamide ClC1=NC=2N(C(=C1)C)N=CC2C(=O)NC(C(F)(F)F)(C)C